1-(2-(cinnolin-3-yl)ethyl)-4-cyclopentylpiperazine-2,3-dione N1=NC(=CC2=CC=CC=C12)CCN1C(C(N(CC1)C1CCCC1)=O)=O